4-[5-(4-methylphenyl)-3-[[(3R)-pyrrolidin-3-yl]methylamino]pyrazol-1-yl]benzonitrile CC1=CC=C(C=C1)C1=CC(=NN1C1=CC=C(C#N)C=C1)NC[C@H]1CNCC1